3-(4-(1,2,4,5-tetrazin-3-yl)phenyl)-2-aminopropanoic acid N1=NC(=NN=C1)C1=CC=C(C=C1)CC(C(=O)O)N